NC1=C(C=C(C=C1)N(CCO)CCO)[N+](=O)[O-] 1-amino-4-[di(2-hydroxyethyl)amino]-2-nitrobenzene